2-(piperidin-3-yl)ethane-1-sulfonamide N1CC(CCC1)CCS(=O)(=O)N